C(C)N1C2=CC=CC=C2SC=2C(=CC=CC12)C(=O)O 10-ethyl-4-phenothiazinecarboxylic acid